C1(CC1)C1=CC=C(C=C1C1=C(C=CC=C1)C)C(CC(=O)O)NC(C(CC(C)C)N1C(C=CC=C1)=O)=O 3-(6-cyclopropyl-2'-methylbiphenyl-3-yl)-3-(4-methyl-2-(2-oxopyridin-1(2H)-yl)pentanamido)propanoic acid